2-chloro-4-((8-(2-chloro-4-(2-(piperazin-1-yl)ethoxy)phenyl)-6-(1-methylcyclopropoxy)-9H-purin-9-yl)methyl)thiazole ClC=1SC=C(N1)CN1C2=NC=NC(=C2N=C1C1=C(C=C(C=C1)OCCN1CCNCC1)Cl)OC1(CC1)C